methyl N-[5-[5-[(4-fluoro-3-methoxy-phenyl)-methyl-carbamoyl]-7-methyl-pyrazolo[1,5-a]pyridin-3-yl]-2-pyridyl]carbamate FC1=C(C=C(C=C1)N(C(=O)C1=CC=2N(C(=C1)C)N=CC2C=2C=CC(=NC2)NC(OC)=O)C)OC